CN1CCN(CC1)CC1=CC=C(C=C1)C=1N=CC=NC1 5-(4-((4-methylpiperazin-1-yl)methyl)phenyl)pyrazin